(4-(pivaloyloxy)phenyl)sulfonamide C(C(C)(C)C)(=O)OC1=CC=C(C=C1)S(=O)(=O)N